C(C)(=O)C1=NN(C2=CC=C(C=C12)C=1C=NC(=NC1)N)CC(=O)N1[C@@H](C[C@H](C1)F)C(=O)NC1=NN(C=C1)CC(F)(F)F (2S,4R)-1-(2-(3-acetyl-5-(2-aminopyrimidin-5-yl)-1H-indazol-1-yl)acetyl)-4-fluoro-N-(1-(2,2,2-trifluoroethyl)-1H-pyrazol-3-yl)pyrrolidine-2-carboxamide